ClC=1C=C(C=CC1)C1(CC1)C=1NC(C2=C(N1)CCN(C2)C(C(C2=CC(=CC=C2)OC2=CC=CC=C2)O)=O)=O 2-(1-(3-chlorophenyl)cyclopropyl)-6-(2-hydroxy-2-(3-phenoxyphenyl)acetyl)-5,6,7,8-tetrahydropyrido[4,3-d]pyrimidin-4(3H)-one